C1(CCCCC1)[PH3+] Cyclohexylphosphonium